2,6-bis(trifluoromethyl)quinazolin-4-ol tert-butyl-N-[5-[[2-[(2R,5S)-2-[4-(hydroxyethyl)phenyl]-5-methyl-1-piperidyl]-2-oxo-acetyl]amino]-3-methyl-2-pyridyl]carbamate C(C)(C)(C)N(C(=O)OC1=NC(=NC2=CC=C(C=C12)C(F)(F)F)C(F)(F)F)C1=NC=C(C=C1C)NC(C(=O)N1[C@H](CC[C@@H](C1)C)C1=CC=C(C=C1)CCO)=O